N1N=CC(=C1)C=1C=CC=2N=CN=C(C2N1)N1CC2(C3=CC(=CC=C13)F)CCCCC2 1'-(6-(1H-pyrazol-4-yl)pyrido[3,2-d]pyrimidin-4-yl)-5'-fluorospiro[cyclohexane-1,3'-indoline]